(3R,6S)-naphthalen-1-ylmethyl 3-benzyl-8-isopentyl-6-methyl-4,7-dioxohexahydropyrazino[2,1-c][1,2,4]oxadiazine-1(6H)-carboxylate C(C1=CC=CC=C1)[C@@H]1C(N2C(N(O1)C(=O)OCC1=CC=CC3=CC=CC=C13)CN(C([C@@H]2C)=O)CCC(C)C)=O